[OH+]1C(=CC2=C1C=CC=C2)ON=C(C#N)C2=CC=C(C=C2)C (benzofuraniumoxyimino)-4-methylphenylacetonitrile